SCC(SCCC(C)S)CSCCS 4-mercaptomethyl-1,8-dimercaptoethyl-3,6-dithiaoctane